OC(COC=1C=C(C=2N(C1)N=CC2C#N)C=2C=NC(=CC2)N2CC1N(C(C2)C1)C(C1=NC=CC(=C1)OC)=O)(C)C 6-(2-hydroxy-2-methylpropoxy)-4-(6-(6-(4-methoxypicolinoyl)-3,6-diazabicyclo[3.1.1]heptan-3-yl)pyridin-3-yl)pyrazolo[1,5-a]pyridine-3-carbonitrile